CCC(C(CCC=CC(CC(=O)O)C(=O)O)C(=O)O)C(=O)O Dec-7-en-3,4,9,10-tetracarboxylic acid